O1CCC1 racemic-oxetane